5-[2,6-dichloro-4-[6-(difluoromethyl)-3,5-dioxo-1,2,4-triazin-2-yl]phenoxy]-2-hydroxy-N-(2-hydroxyspiro[3.3]heptan-6-yl)benzenesulfonamide ClC1=C(OC=2C=CC(=C(C2)S(=O)(=O)NC2CC3(CC(C3)O)C2)O)C(=CC(=C1)N1N=C(C(NC1=O)=O)C(F)F)Cl